3alpha-hydroxy-5beta-androstane-17-one O[C@H]1C[C@H]2CC[C@H]3[C@@H]4CCC([C@@]4(C)CC[C@@H]3[C@]2(CC1)C)=O